6-Cyclohexylhex-2-enoic acid (E)-methyl ester COC(\C=C\CCCC1CCCCC1)=O